methyl 6-methyl-2-(4-(trifluoromethyl)piperidin-1-yl)pyrimidine-4-carboxylate CC1=CC(=NC(=N1)N1CCC(CC1)C(F)(F)F)C(=O)OC